6-(1-(6-(3,4-dichlorophenyl)-1H-imidazo[4,5-b]pyrazin-1-yl)ethyl)-8-fluoroquinoline ClC=1C=C(C=CC1Cl)C1=CN=C2C(=N1)N(C=N2)C(C)C=2C=C1C=CC=NC1=C(C2)F